C(C)(C)(C)OC(=O)N1C(=CC(=C1)F)C1=C(C=CC=C1)C(C)C (2S,4S)-4-fluoro-2-(2-isopropylphenyl)pyrrole-1-carboxylic acid tert-butyl ester